C(N)(OCC(OC1=CC2=CC=C(C=C2C=C1)OCC(F)(F)F)C(C)(C)C)=O (tert-butyl 2-((6-(2,2,2-trifluoroethoxy) naphthalen-2-yl) oxy) ethyl) carbamate